(R)-N-(1-cyclopropyl-2,2,2-trifluoroethyl)-5-(hydrazinecarbonyl)-7-methylpyrazolo[1,5-a]Pyrimidine-3-carboxamide C1(CC1)[C@H](C(F)(F)F)NC(=O)C=1C=NN2C1N=C(C=C2C)C(=O)NN